OCCS(=O)(=O)NC1=CC(=C(C(=O)NC2=NC(=NC(=C2)C)N2CCC3(CC3)CC2)C=C1)N1CCC2(CC2)CC1 4-((2-Hydroxyethyl)sulfonamido)-N-(6-methyl-2-(6-azaspiro[2.5]octan-6-yl)pyrimidin-4-yl)-2-(6-azaspiro[2.5]octan-6-yl)benzamide